N1(CCCC1)C(C)C 2-(pyrrolidin-1-yl)propan